(2,6-dihydroxy-5'-methyl-4-pentyl-1',2',3',4'-tetrahydro-[1,1'-biphenyl]-3-yl)(1,1-dioxidothiomorpholino)methanone OC1=C(C(=CC(=C1C(=O)N1CCS(CC1)(=O)=O)CCCCC)O)C1CCCC(=C1)C